3-(1-thioxo-4-((4-(m-tolyl)piperazin-1-yl)methyl)isoindolin-2-yl)piperidine-2,6-dione S=C1N(CC2=C(C=CC=C12)CN1CCN(CC1)C=1C=C(C=CC1)C)C1C(NC(CC1)=O)=O